[C@@H]12C(CC[C@@H](C1(C)C)C2)=C (1R)-(+)-β-pinene